2-(cyclopropylmethyl-amino)-ethanesulfonic acid (4-{5-amino-6-[1-(2-chloro-3,6-difluoro-phenyl)-ethoxy]-pyrazin-2-yl}-phenyl)-amide NC=1N=CC(=NC1OC(C)C1=C(C(=CC=C1F)F)Cl)C1=CC=C(C=C1)NS(=O)(=O)CCNCC1CC1